4-bromo-1-(4-methoxybenzyl)-1H-pyrazole BrC=1C=NN(C1)CC1=CC=C(C=C1)OC